N=C1N(C(NC12CCCC2)=S)C2=CC(=C(C#N)C=C2)C(F)(F)F 4-(4-imino-2-thioxo-1,3-diazaspiro[4.4]non-3-yl)-2-trifluoromethylbenzonitrile